4'-(p-nitrophenyldiazenyl)azobenzene tert-butyl-3-[3-chloro-5-(1-methoxycarbonylcyclopropyl)phenyl]-2,7-dimethyl-5,7-dihydro-4H-pyrazolo[3,4-c]pyridine-6-carboxylate C(C)(C)(C)OC(=O)N1C(C=2C(CC1)=C(N(N2)C)C2=CC(=CC(=C2)C2(CC2)C(=O)OC)Cl)C.[N+](=O)([O-])C2=CC=C(C=C2)N=NC2=CC=C(C=C2)N=NC2=CC=CC=C2